4-[4-(aminomethyl)phenyl]-1-methyl-1H-pyrazol-3-amine NCC1=CC=C(C=C1)C=1C(=NN(C1)C)N